The molecule is a 1,2-diacyl-sn-glycerol 3-phosphate(2-) in which the phosphatidyl acyl groups at postions 1 and 2 are specified as heptadecanoyl and myristoyl respectively. It is a conjugate base of a 1-heptadecanoyl-2-myristoyl-sn-glycero-3-phosphate. CCCCCCCCCCCCCCCCC(=O)OC[C@H](COP(=O)([O-])[O-])OC(=O)CCCCCCCCCCCCC